3,4,5-Trifluorobenzoic acid FC=1C=C(C(=O)O)C=C(C1F)F